N-tert-butoxycarbonyl-N'-fluorenylmethoxycarbonyl-L-ornithine C(C)(C)(C)OC(=O)N[C@@H](CCCNC(=O)OCC1=CC=CC=2C3=CC=CC=C3CC12)C(=O)O